OC1=CC=C(CC2=C(C(=C(C=C2O)OC)CC2=CC=C(C=C2)O)CCC2=CC(=CC=C2)OC)C=C1 2,6-bis(p-hydroxybenzyl)-3',5-dimethoxy-3-hydroxy-bibenzyl